1-(3-(azetidin-3-yl)-1-(4-(trifluoromethoxy)phenyl)-1H-pyrazolo[3,4-b]pyridin-4-yl)-3-fluoroazetidine-3-carboxamide N1CC(C1)C1=NN(C2=NC=CC(=C21)N2CC(C2)(C(=O)N)F)C2=CC=C(C=C2)OC(F)(F)F